3-((t-butoxycarbonyl)amino)-1H-pyrrole-2-carboxylic acid ethyl ester C(C)OC(=O)C=1NC=CC1NC(=O)OC(C)(C)C